C(C)(C)(C)C=1C=C(C=C(C1O)C(C)(C)C)CCC(=O)OCCSCCOC(CCC1=CC(=C(C(=C1)C(C)(C)C)O)C(C)(C)C)=O 2,2'-thiodiethyl bis[3-(3,5-di-t-butyl-4-hydroxyphenyl) propionate]